FC=1C(=CC(=NC1C)C1=NOC(=N1)C=1C=C(C=CC1)C)C=1C=NC=CC1C 3-(5'-fluoro-4,6'-dimethyl-[3,4'-bipyridin]-2'-yl)-5-(m-tolyl)-1,2,4-oxadiazole